C(N)(OCCNC1=NC(=C(N=C1Br)C1=C(C(=CC=C1)Cl)Cl)N)=O (2-((6-amino-3-bromo-5-(2,3-dichlorophenyl) pyrazin-2-yl) amino) ethyl) carbamate